(E)-2-amino-5-(3-chlorostyryl)-4'-sulfamoyl-[1,1'-biphenyl]-3-carboxamide NC1=C(C=C(C=C1C(=O)N)\C=C\C1=CC(=CC=C1)Cl)C1=CC=C(C=C1)S(N)(=O)=O